2-ethylhexyl-3-[3-t-butyl-4-hydroxy-5-(5-chloro-2H-benzotriazol-2-yl)phenyl]propionate C(C)C(COC(CCC1=CC(=C(C(=C1)N1N=C2C(=N1)C=CC(=C2)Cl)O)C(C)(C)C)=O)CCCC